FC1=CC=C(C=C1)S(=O)(=O)/C=C/CNC(=O)C=1C(NC=2CCCCC2C1)=O N-[(2E)-3-(4-fluorobenzenesulfonyl)prop-2-en-1-yl]-2-oxo-1,2,5,6,7,8-hexahydroquinoline-3-carboxamide